C(C)(=O)C1=NC(=NC=C1)C1=CC(=C(C(=C1)OC)S(=O)(=O)N(CC1=CC=C(C=C1)OC)C1=NOC2=C1C=C(C(=C2)NC2=NN(C(=C2)C2CC2)C2OCCCC2)OC)OC 4-(4-acetylpyrimidin-2-yl)-N-(6-{[5-cyclopropyl-1-(oxan-2-yl)-1H-pyrazol-3-yl]amino}-5-methoxy-1,2-benzoxazol-3-yl)-2,6-dimethoxy-N-[(4-methoxyphenyl)methyl]benzene-1-sulfonamide